ClC1=C(C=CC=C1Cl)C1=NNC2=NC(=C(N=C21)CO)N2CCN(CC2)C(NC2=CC(=CC=C2)OC)=N 4-(3-(2,3-dichlorophenyl)-5-hydroxymethyl-1H-pyrazolo[3,4-b]pyrazine-6-yl)-N-(3-methoxyphenyl)piperazine-1-carboximidamide